Ethyl 4-(4-bromophenyl)-4-oxobutanoate BrC1=CC=C(C=C1)C(CCC(=O)OCC)=O